CN1C(NCC1C(=O)NC1=CC(=CC=2OCCOC21)OC2=CC=C(C=C2)C(F)(F)F)=O 3-Methyl-2-oxo-N-(7-(4-(trifluoromethyl)phenoxy)-2,3-dihydrobenzo[b][1,4]-dioxin-5-yl)imidazolidine-4-carboxamide